O1N(CCCC1)C1=NC(=NC(=N1)N(CCC)CCC)N 6-[1,2]Oxazinan-2-yl-N,N-dipropyl-[1,3,5]triazine-2,4-diamine